(R)-6-acetyl-4-((1-(3-(difluoromethyl)-2-fluorophenyl)ethyl)amino)-7H-pyrano[2,3-d]pyrimidin-7-one C(C)(=O)C1=CC2=C(N=CN=C2N[C@H](C)C2=C(C(=CC=C2)C(F)F)F)OC1=O